3-nitro-oxypropanol [N+](=O)([O-])OCCCO